[Zn].CN1CCN(CC1)NC(S)=S.[Zn] zinc N'-methyl-N-piperazinyl-dithiocarbamic acid zinc